(1R,5S,6s)-6-Methoxy-3-azabicyclo[3.1.0]hexane hydrochloride Cl.COC1[C@@H]2CNC[C@H]12